(3,4-dichloro-1H-indol-7-yl)-1,3-dimethyl-2,4-dioxo-1,2,3,4-tetrahydroquinazoline-6-sulfonamide ClC1=CNC2=C(C=CC(=C12)Cl)C1=C2C(N(C(N(C2=CC=C1S(=O)(=O)N)C)=O)C)=O